CNCCCC(O)C=1C=NC=CC1 4-(methylamino)-1-(pyridin-3-yl)-1-butanol